tert-butyl 2-((3aR,6aR)-5-(4-(2,6-dioxopiperidin-3-yl)phenyl)hexahydropyrrolo[3,4-c]pyrrol-2(1H)-yl)acetate O=C1NC(CCC1C1=CC=C(C=C1)N1C[C@@H]2[C@@H](C1)CN(C2)CC(=O)OC(C)(C)C)=O